3-(5-(((1-(3-(2,3-dichlorophenyl)-1H-pyrazolo[3,4-b]pyrazin-6-yl)-4-methylpiperidine-4-yl)amino)methyl)-1-oxoisoindolin-2-yl)piperidine-2,6-dione ClC1=C(C=CC=C1Cl)C1=NNC2=NC(=CN=C21)N2CCC(CC2)(C)NCC=2C=C1CN(C(C1=CC2)=O)C2C(NC(CC2)=O)=O